1-bromo-2,5-difluoro-4-((4-propylphenyl)ethynyl)benzene BrC1=C(C=C(C(=C1)F)C#CC1=CC=C(C=C1)CCC)F